(5-(2-fluorophenyl)-1-((3-(1-methyl-1H-pyrazol-4-yl)phenyl)sulfonyl)-1H-pyrrol-3-yl)-N-methyl-methylamine hydrochloride Cl.FC1=C(C=CC=C1)C1=CC(=CN1S(=O)(=O)C1=CC(=CC=C1)C=1C=NN(C1)C)N(C)C